OC(CS(=O)(=O)[O-])CNC(=O)OCC1OC(OC1)CCCCCCCCCCC.[Na+] Sodium 2-hydroxy-3-((((2-undecyl-1,3-dioxolan-4-yl)methoxy)carbonyl)amino)propane-1-sulfonate